COC1C=CC=C(OC(C)CNC(=N)CC2C=CC=C(C)C=2)C=1 Xylamidine